4-((3-chlorobenzyl)amino)-6-(3,5-dimethylisoxazol-4-yl)-N-methyl-N-(1-methylpiperidin-4-yl)quinazoline-2-carboxamide ClC=1C=C(CNC2=NC(=NC3=CC=C(C=C23)C=2C(=NOC2C)C)C(=O)N(C2CCN(CC2)C)C)C=CC1